C1(=C(C=CC=C1)NC(=O)N1C(C=2NN=CC2C1)(C)C)C N-(o-tolyl)-6,6-dimethyl-4,6-dihydropyrrolo[3,4-c]pyrazole-5(1H)-carboxamide